CC1=CC=C(C=C1)S(=O)(=O)OCC(CO)OC1=CC2=C(N=C(S2)\C=C\C=C\C=2C=NC(=CC2)N(C)C)C=C1 2-(2-((1E,3E)-4-(6-(dimethylamino) pyridine-3-yl)buta-1,3-dienyl) benzo[d]thiazole-6-yloxy)-2-hydroxymethyl-ethyl 4-methylbenzenesulfonate